4-(1-((2,6-dichlorophenyl)amino)-5-methyl-1H-imidazol-2-yl)-2-(methylthio)pyrimidine-5-carbonitrile ClC1=C(C(=CC=C1)Cl)NN1C(=NC=C1C)C1=NC(=NC=C1C#N)SC